FC1=CC(=C(CNC(=O)[C@H]2N(C[C@@H](C2)O)C([C@H](C(C)(C)C)NC(=O)C2(CC2)F)=O)C=C1)O (2S,4R)-N-(4-fluoro-2-hydroxybenzyl)-1-((S)-2-(1-fluorocyclopropanecarboxamido)-3,3-dimethylbutanoyl)-4-hydroxypyrrolidine-2-carboxamide